4-benzylthio-5-methoxy-pyridine-2-carboxylic acid methyl ester COC(=O)C1=NC=C(C(=C1)SCC1=CC=CC=C1)OC